C(=O)(O)CCCCCCCCCCC(=O)O decamethylenedicarboxylic acid